C([C@@H]1[C@H]([C@@H]([C@H]([C@H](O1)OC2=C([C@H](OC2=O)[C@@H](CO)O)O)O)O)O)O 2-O-alpha-D-Glucopyranosyl-L-ascorbic acid